COC1=NN(C=C1C=1C=C2C(=NC1)N(C=C2C=2C=NC(=CC2)OC)S(=O)(=O)C2=CC=C(C)C=C2)C2CCN(CC2)C 5-(3-methoxy-1-(1-methylpiperidin-4-yl)-1H-pyrazol-4-yl)-3-(6-methoxypyridin-3-yl)-1-tosyl-1H-pyrrolo[2,3-b]pyridine